O=C1C(O)=C(O)[C@H](O1)[C@@H](O)CO.S1C=CC=C1.S1C=CC=C1 di-thiophene ascorbate